5'-monophosphoadenosine P(=O)(O)(O)OC[C@@H]1[C@H]([C@H]([C@@H](O1)N1C=NC=2C(N)=NC=NC12)O)O